C(CCCCCCCCCCCC)OC(CCSCCC(=O)OCCCCCCCCCCCCC)=O ditridecyl-3,3'-thiodipropionate